3-[(3-fluoro-2-methoxyphenyl)amino]-7,7-dimethyl-5H,6H-pyrazolo[1,5-a]pyrazin-4-one FC=1C(=C(C=CC1)NC=1C=NN2C1C(NCC2(C)C)=O)OC